2-(phenylmethylamino)acetonitrile C1(=CC=CC=C1)CNCC#N